4-chloropyridazinone ClC=1C(NN=CC1)=O